C(C)(C)(C)OC(=O)N1C(CCC(C1)N=[N+]=[N-])C(=O)OCC1=CC=CC=C1 5-azidopiperidine-1,2-dicarboxylic acid O2-benzyl O1-Tert-butyl ester